2-(4-ethoxyphenoxy)-N-ethyl-N-(tetrahydrofuran-2-ylmethyl)acetamide C(C)OC1=CC=C(OCC(=O)N(CC2OCCC2)CC)C=C1